(2R,3R,4R,5R)-5-(((2-amino-2-methylpropanoyl) oxy) methyl)-2-(4-aminopyrrolo[2,1-f][1,2,4]triazin-7-yl)-2-cyanotetrahydrofuran-3,4-diylbis(2-methylpropanoate) NC(C(=O)OC[C@H]1[C@H]([C@@H]([C@](O1)(C#N)C1=CC=C2C(=NC=NN21)N)C(C(=O)[O-])(C)C)C(C(=O)[O-])(C)C)(C)C